C(C)OC1=NC=CC=C1C1=CC(=C2C(=N1)C=NN2C(C)C)N 5-(2-ethoxypyridin-3-yl)-1-isopropyl-1H-pyrazolo[4,3-b]pyridin-7-amine